BrCC=1C=C(C=CC1)CN (3-(bromomethyl)phenyl)methylamine